4-((2,4-diaminopyrimidin-5-yl)methyl)-2,6-dimethoxyphenol NC1=NC=C(C(=N1)N)CC1=CC(=C(C(=C1)OC)O)OC